C(=O)(O)C1=CC=C(OC2=CC=C(C=C2)C23CC4(CC(CC(C2)C4)C3)C3=CC=C(C=C3)OC3=CC=C(C=C3)C(=O)O)C=C1 1,3-bis(4-(4-carboxyphenoxy)phenyl)adamantane